C(CCCCCCCCCCCCCCCCCCCCCCCCCCC(=O)O)(=O)O octacosanedioic acid